5-chloro-1-methyl-2,3-dihydro-1H-indole ClC=1C=C2CCN(C2=CC1)C